(S)-4-((5-((5-cyanopyridin-3-yl)methoxy)-7-((2-methyl-[1,1'-biphenyl]-3-yl)methoxy)-2,3-dihydro-1H-inden-4-yl)methyl)morpholine-3-carboxylic acid C(#N)C=1C=C(C=NC1)COC=1C(=C2CCCC2=C(C1)OCC=1C(=C(C=CC1)C1=CC=CC=C1)C)CN1[C@@H](COCC1)C(=O)O